methyl propynate C(C#C)(=O)OC